((2,6-dichloro-1H-benzo[d]imidazol-1-yl)methyl)benzonitrile ClC1=NC2=C(N1CC1=C(C#N)C=CC=C1)C=C(C=C2)Cl